The molecule is a 1,3-oxazole having a phenyl substituent at the 2-position and an oxo group at the 5-position. Note that phenyloxazolone is commonly used as a synonym for 4-(ethoxymethylene)-2-phenyloxazol-5-one (PhOx). C1C(=O)OC(=N1)C2=CC=CC=C2